P(=O)(O)(O)O.FC=1C=C(C=CC1C=1C=NC(=CC1)C=1N=NN(N1)C)N1C(O[C@@H](C1)C(F)O)=O (S)-3-(3-fluoro-4-(6-(2-methyl-2H-tetrazol-5-yl)pyridin-3-yl)phenyl)-5-(hydroxyfluoromethyl)oxazolidin-2-one phosphate